FC=1C=CC(=C(C1)[C@H](C(=O)NC=1SC=CN1)N1C(C2=C(C(=CC=C2C1)C#CC=1C=NC=CC1)F)=O)O |r| (2RS)-2-(5-fluoro-2-hydroxy-phenyl)-2-[7-fluoro-1-oxo-6-[2-(3-pyridyl)ethynyl]isoindolin-2-yl]-N-thiazol-2-yl-acetamide